7-((2-methyl-4-(3-(trifluoromethoxy)pyrrolidin-1-yl)phenyl)amino)-2H-benzo[b][1,4]oxazin-3(4H)-one CC1=C(C=CC(=C1)N1CC(CC1)OC(F)(F)F)NC=1C=CC2=C(OCC(N2)=O)C1